N3,7-bis(2,2,3,3,4,4,4-heptafluorobutyl)-N2,N2-dimethyl-6,8-dioxo-7,8-dihydro-6H-thieno[2,3,4-de]isoquinoline-2,3-dicarboxamide FC(CNC(=O)C=1C=2C3=C(C(N(C(C3=CC1)=O)CC(C(C(F)(F)F)(F)F)(F)F)=O)SC2C(=O)N(C)C)(C(C(F)(F)F)(F)F)F